(R,E)-N-((5-chloro-6-(trifluoromethyl)pyridin-2-yl)(3-(trifluoromethyl)cyclobutyl)methylene)-2-methylpropane-2-sulfinamide ClC=1C=CC(=NC1C(F)(F)F)\C(=N\[S@](=O)C(C)(C)C)\C1CC(C1)C(F)(F)F